3,7-dinitro-phenothiazine [N+](=O)([O-])C=1C=CC=2NC3=CC=C(C=C3SC2C1)[N+](=O)[O-]